FC=1C=CC(=C(C1)OB(O)O)OC 5-fluoro-2-methoxyphenylboric acid